NC=1C(=NC(=C(N1)N1N=CC=N1)C1=CN(C(C=C1)=O)C)C(=O)NCC1=C(C=CC=C1F)F 3-amino-N-(2,6-difluorobenzyl)-6-(1-methyl-6-oxo-1,6-dihydropyridin-3-yl)-5-(2H-1,2,3-triazol-2-yl)pyrazine-2-carboxamide